1-(1-methyl-3-(piperazin-1-yl)-1H-indol-5-yl)dihydropyrimidine-2,4(1H,3H)-dione CN1C=C(C2=CC(=CC=C12)N1C(NC(CC1)=O)=O)N1CCNCC1